6-ETHOXY-1-METHYLINDAZOL-7-AMINE C(C)OC1=CC=C2C=NN(C2=C1N)C